nonanoate C(CCCCCCCC)(=O)[O-]